β-semicarbazidopropionate N(NC(=O)N)CCC(=O)[O-]